C(C=C)[C@H](OC(NCC(NC(C(NCC(NCOCC(=O)O)=O)=O)CCC(=O)OCC=C)=O)=O)C1C2=CC=CC=C2C=2C=CC=CC12 allyl-(S)-8-(3-(allyloxy)-3-oxopropyl)-1-(9H-fluoren-9-yl)-3,6,9,12-tetraoxo-2,15-dioxa-4,7,10,13-tetraazaheptadecan-17-oic acid